FC1(CN(C1)C1=CC=C(N)C=C1)F 4-(3,3-difluoroazetidin-1-yl)aniline